Cl.C1CC12CNCC(=C2)C2=CNC1=NC=CC=C12 3-(5-azaspiro[2.5]oct-7-en-7-yl)-1H-pyrrolo[2,3-b]pyridine hydrochloride